2-(3-cyanophenyl)-1-[7-(4-methylpiperazin-1-yl)-1,3-benzothiazol-2-yl]ethan-1-aminium chloride [Cl-].C(#N)C=1C=C(C=CC1)CC([NH3+])C=1SC2=C(N1)C=CC=C2N2CCN(CC2)C